3-butyl-1-(5-((2,6-dimethyl-14-octadecyldotriacontan-9-yl)oxy)pentyl)-1H-imidazol-3-ium bromide [Br-].C(CCC)[N+]1=CN(C=C1)CCCCCOC(CCC(CCCC(C)C)C)CCCCC(CCCCCCCCCCCCCCCCCC)CCCCCCCCCCCCCCCCCC